NCC(CC1=CC=CC=C1)NC(=O)C=1N=CN(C1)C1=CC(=NC=C1C)NC1=CC2=C(OC(O2)(F)F)C=C1 N-(1-amino-3-phenyl-propan-2-yl)-1-(2-((2,2-difluoro-benzo[d][1,3]dioxol-5-yl)amino)-5-methyl-pyridin-4-yl)-1H-imidazole-4-carboxamide